C(C)(C)(C)OC(=O)[C@@](N)(C)C(=O)N(C)C 2-(tert-Butoxycarbonyl)-N,N-dimethyl-D-alaninamide